C(C)OC(=O)[C@@H]1[C@H](C1)C=O.O=C1N(CC2=CC(=CC=C12)C1CCN(CC1)CCC)C1C(NC(CC1)=O)=O 3-(1-oxo-5-(1-propyl-piperidin-4-yl)isoindolin-2-yl)piperidine-2,6-dione ethyl-(1S,2S)-2-formylcyclopropane-1-carboxylate